6,9-difluoro-11,17-Dihydroxy-10,13-dimethyl-3-oxo-6,7,8,11,12,14,15,16-octahydrocyclopenta[a]phenanthrene-17-carboxylic acid FC1C2=CC(C=CC2(C2(C(CC3(C(CCC3C2C1)(C(=O)O)O)C)O)F)C)=O